4-(3-(4-chloro-2,6-dimethylphenoxy)-5-methylphenyl)-N-((1S,3S)-3-hydroxycyclopentyl)-6-methyl-7-oxo-6,7-dihydro-1H-pyrrolo[2,3-c]pyridine-2-carboxamide ClC1=CC(=C(OC=2C=C(C=C(C2)C)C=2C3=C(C(N(C2)C)=O)NC(=C3)C(=O)N[C@@H]3C[C@H](CC3)O)C(=C1)C)C